ClC1=C(C=C(C=C1)S(=O)(=O)N1CCNCC1)C(F)(F)F 1-((4-chloro-3-(trifluoromethyl)phenyl)sulfonyl)piperazine